2-(6-azaspiro[2.5]octan-6-yl)-N-(6-(3,3,3-trifluoropropoxy)pyridin-2-yl)benzamide C1CC12CCN(CC2)C2=C(C(=O)NC1=NC(=CC=C1)OCCC(F)(F)F)C=CC=C2